C(CC1=CC=CC=C1)C(C)(C)O phenethyl-dimethyl-methyl alcohol